ClC1=NC=C(C(=C1)C1=C(C=NC(=C1)C)C(=O)NC=1SC2=C(N1)CC[C@@H](C2)C2=CC=C(C=C2)Cl)OC (S)-2'-chloro-N-(6-(4-chlorophenyl)-4,5,6,7-tetrahydrobenzo[d]thiazol-2-yl)-5'-methoxy-6-methyl-[4,4'-bipyridine]-3-carboxamide